C(C)OC(=O)N(C(C(=O)OCCCC)CCCC)CCCCCC butyl 2-((ethoxycarbonyl)(hexyl)amino)hexanoate